NC=1C2=C(N=CN1)N(C=C2C=2C(=C(C=CC2)NS(=O)(=O)C2=C(C=C(C(=C2)Cl)OC)F)F)C2CCOCC2 N-{3-[4-amino-7-(tetrahydro-pyran-4-yl)-7H-pyrrolo[2,3-d]pyrimidin-5-yl]-2-fluoro-phenyl}-5-chloro-2-fluoro-4-methoxy-benzenesulfonamide